5-bromo-4-methyl-7-(methylsulfonyl)-3,4-dihydro-2H-pyrido[4,3-b][1,4]oxazine BrC1=NC(=CC=2OCCN(C21)C)S(=O)(=O)C